6-azido-2-(2,2-difluorocyclopropyl)-4-methyl-7,8-dihydro-4H-pyrazolo[1,5-a][1,3]diazepin-5(6H)-one N(=[N+]=[N-])C1C(N(C=2N(CC1)N=C(C2)C2C(C2)(F)F)C)=O